N,N,N-tri(1-phosphonoethyl)amine P(=O)(O)(O)C(C)N(C(C)P(=O)(O)O)C(C)P(=O)(O)O